ethyl 3-[5-[(1R)-1-[5-[5-[(4,6-difluoro-1H-indol-5-yl)oxy]-2-fluoro-phenyl]-1-methyl-1,2,4-triazol-3-yl]ethyl]-2-thienyl]propanoate FC1=C2C=CNC2=CC(=C1OC=1C=CC(=C(C1)C1=NC(=NN1C)[C@@H](C)C1=CC=C(S1)CCC(=O)OCC)F)F